4-[6-(4-aminopiperidin-1-yl)-3-{1-methyl-1H-pyrrolo[2,3-b]pyridin-5-yl}pyrazin-2-yl]-2-fluorobenzonitrile NC1CCN(CC1)C1=CN=C(C(=N1)C1=CC(=C(C#N)C=C1)F)C=1C=C2C(=NC1)N(C=C2)C